C(C)OC1=C(C(=O)NC(C)C2=CC3=C(NC(=N3)C)C=C2)C=C(C=C1)NC(C(C)C)=O 2-ethoxy-5-isobutyrylamino-N-(1-(2-methyl-1H-benzo[d]imidazol-5-yl)ethyl)benzamide